BrC1=CC(=C(C=C1)S(=O)(=O)NC1=CC=C(C=C1)NC1=CC(OC2=C1C=C(C=C2)[N+](=O)[O-])=O)F 4-bromo-2-fluoro-N-(4-((6-nitro-2-oxo-2H-benzopyran-4-yl)amino)phenyl)benzenesulfonamide